BrC=1C(N(C(=CC1OCC1=C(C=C(C=C1)F)F)C)CC1=CC=C(C=C1)CBr)=O 3-bromo-1-[4-(bromomethyl)benzyl]-4-[(2,4-difluorobenzyl)oxy]-6-methylpyridin-2(1H)-one